[Cl-].P(=O)(OCCC(=O)O)(OCCC(=O)O)OCCC(=O)O tris(2-carboxyethyl) phosphate chloride